(2-methyl-1-benzofuran-7-yl)-1-(3-methyl-4-phenoxyphenyl)urea CC=1OC2=C(C1)C=CC=C2N(C(=O)N)C2=CC(=C(C=C2)OC2=CC=CC=C2)C